4-(Piperidin-4-yl)piperazine-1-carboxylic acid tert-butyl ester C(C)(C)(C)OC(=O)N1CCN(CC1)C1CCNCC1